ClC=1C=C2C3=C(NC2=CC1)C(=NCC3)CC3CCC3 6-chloro-1-(cyclobutylmethyl)-4,9-dihydro-3H-pyrido[3,4-b]indole